5-(methylamino)-6-(3-methylimidazo[4,5-c]pyridin-7-yl)-3-(4-morpholinoanilino)pyrazine-2-carboxylic acid CNC=1N=C(C(=NC1C=1C2=C(C=NC1)N(C=N2)C)C(=O)O)NC2=CC=C(C=C2)N2CCOCC2